CN(C=1N=CC(=NC1)S(=O)(=O)N)C 5-(dimethylamino)pyrazine-2-sulfonamide